1,5a-methylenenaphtho[1,2-e]indole dihydrochloride Cl.Cl.C1C2=CN=C3C=CC14C(=C23)C2=CC=CC=C2C=C4